C(C)(C)(C)OC(=O)NC1=C(N=C(S1)C1=CC2=CN(N=C2C(=C1)C)C)C(=O)OCC ethyl 5-((tert-butoxycarbonyl)amino)-2-(2,7-dimethyl-2H-indazol-5-yl)thiazole-4-carboxylate